C(C)(=O)OCCCCCC\C=C/CC (7Z)-7-decen-1-ol acetate